1-(2-fluoropyridin-3-yl)-N-[(1R)-1-(5-{5-methyl-2-[(methylamino)methyl]phenyl}thiophen-2-yl)ethyl]-6-oxo-1,6-dihydropyridazine-3-carboxamide FC1=NC=CC=C1N1N=C(C=CC1=O)C(=O)N[C@H](C)C=1SC(=CC1)C1=C(C=CC(=C1)C)CNC